NC=1C=CC(=C2CN(C(C12)=O)CC(C(=O)N)=C)C1=CC=C2C=NN(C2=C1)CCF 2-({7-amino-4-[1-(2-fluoroethyl)-1H-indazol-6-yl]-1-oxo-2,3-dihydro-1H-isoindol-2-yl}methyl)prop-2-enamide